3-[2-amino-5-[5-methyl-6-(triazol-2-yl)-3-pyridinyl]thiazol-4-yl]benzonitrile NC=1SC(=C(N1)C=1C=C(C#N)C=CC1)C=1C=NC(=C(C1)C)N1N=CC=N1